Cl.C1(=CC=CC=C1)C=1C(NN=CC1)=O 4-phenylpyridazin-3(2H)-one hydrochloride